FC1=CC=C(CN2N=C(C(=C2)C#N)C)C=C1 1-(4-fluorobenzyl)-3-methyl-1H-pyrazole-4-carbonitrile